(2R)-2-[[(2R)-2-amino-3-phenyl-propionyl]amino]-4-methyl-pentanamide L-tartrate C(=O)(O)[C@H](O)[C@@H](O)C(=O)O.N[C@@H](C(=O)N[C@@H](C(=O)N)CC(C)C)CC1=CC=CC=C1